NC1=NC2=CC=C(C=C2C=C1C)C(=O)N(CC=1C=NC=C(C1)F)CC1=C(C=CC=C1)F 2-amino-N-(2-fluorobenzyl)-N-((5-fluoro-3-pyridinyl)methyl)-3-methyl-6-quinolinecarboxamide